CC(C[Al](CC(C(C)C1=CC=CC=C1)C)CC(C(C)C1=CC=CC=C1)C)C(C)C1=CC=CC=C1 tris(2-methyl-3-phenyl-butyl)aluminum